[Si](C)(C)(C(C)(C)C)OCC(=O)NC=1N=NC(=C(C1)C1CC1)C1=C(C=C(C=C1)C#C)OCOCC 2-((tert-butyldimethylsilyl)oxy)-N-(5-cyclopropyl-6-(2-(ethoxymethoxy)-4-ethynylphenyl)pyridazin-3-yl)acetamide